BrC1=CC(=CC(=C1)COCC1=CC=C(C=C1)OC)Br 1,3-dibromo-5-[(4-methoxyphenyl)methoxymethyl]benzene